ClC1=CC(=C(C=C1)[C@@]1(OC2=C(O1)C=CC=C2C2CCN(CC2)CC2=NC1=C(N2C[C@H]2OCC2)C(=CC(=C1)C1=NN=C(N1)C)F)C)F ((4-((S)-2-(4-chloro-2-fluorophenyl)-2-methylbenzo[d][1,3]dioxol-4-yl)piperidin-1-yl)methyl)-7-fluoro-5-(5-methyl-4H-1,2,4-triazol-3-yl)-1-(((S)-oxetan-2-yl)methyl)-1H-benzo[d]imidazole